1-(1-methoxy-2-methylpropane-2-yl)-1H-pyrazole-4-carboxylic acid COCC(C)(C)N1N=CC(=C1)C(=O)O